FC(CNC1=CC=C(N=N1)C1=C(C=C(C=C1C)C(F)(F)F)O)C(C)(C)O 2-(6-((2-fluoro-3-hydroxy-3-methylbutyl)amino)pyridazin-3-yl)-3-methyl-5-(trifluoromethyl)phenol